trans-4-(3,4-dihydroisoquinolin-2(1H)-yl)-1-(6-(pyridin-4-ylamino)pyrimidin-4-yl)piperidin-3-ol C1N(CCC2=CC=CC=C12)[C@H]1[C@@H](CN(CC1)C1=NC=NC(=C1)NC1=CC=NC=C1)O